O=C(OC)CNPNCC(=O)[O-] 3-oxo-2-oxa-5,7-diaza-6-phosphanonan-9-oate